ClCC=1N=NN(N1)C1OCCCC1 5-(chloromethyl)-2-(tetrahydro-2H-pyran-2-yl)-2H-tetrazole